(S)-ethyl 3-methyl-2-(2-(3-(3-(pentan-3-ylcarbamoyl)-1H-pyrazol-5-yl)phenyl)oxazole-5-carboxamido)butanoate CC([C@@H](C(=O)OCC)NC(=O)C1=CN=C(O1)C1=CC(=CC=C1)C1=CC(=NN1)C(NC(CC)CC)=O)C